C(C=C)N(C(C1=CC=CC=C1)=O)C1=C(C=2N(C=C1)N=CC2)C=C N-allyl-N-(4-vinyl-pyrazolo[1,5-a]pyridin-5-yl)benzamide